BrC=1C=C(C=CC1)NC(=O)C1=CC(=NN1)C1=CC=CC=C1 N-(3-bromophenyl)-3-phenyl-1H-pyrazole-5-carboxamide